(R)-N-((R/S)-1-(3-(1-hydroxy-2-methylpropan-2-yl)phenyl)ethyl)-2-methylpropane-2-sulfinamide OCC(C)(C)C=1C=C(C=CC1)[C@@H](C)N[S@](=O)C(C)(C)C |&1:11|